3,4,5-tris(n-octyloxy)bromobenzene C(CCCCCCC)OC=1C=C(C=C(C1OCCCCCCCC)OCCCCCCCC)Br